ClC=1C=C(CC2=C3C(=NC(=NC3=CC=C2C=2C(=NOC2C)C)OC)N)C=CC1 (3-chlorobenzyl)-6-(3,5-dimethylisoxazol-4-yl)-2-methoxyquinazolin-4-amine